5-(4-bromo-2-methoxyphenyl)-3,6-bis(4-methoxybenzyl)-3,6-dihydro-7H-[1,2,3]triazolo[4,5-d]pyrimidin-7-one BrC1=CC(=C(C=C1)C=1N(C(C2=C(N1)N(N=N2)CC2=CC=C(C=C2)OC)=O)CC2=CC=C(C=C2)OC)OC